C=1NC=C2C(NC=3C=CC=CC3C21)=O 2,5-dihydro-4H-pyrrolo[3,4-c]quinolin-4-one